C1(CC1)C(=O)NC1=CC(=C(N=N1)C(NC([2H])([2H])[2H])=O)NC=1C(=C(C=CC1)C=1C=NN(C1)CCNC(OC(C)(C)C)=O)OC tert-butyl (2-(4-(3-((6-(cyclopropanecarboxamido)-3-(trideuteromethylcarbamoyl)pyridazin-4-yl)amino)-2-methoxyphenyl)-1H-pyrazol-1-yl)ethyl)carbamate